Benzyl (3aR,7aS)-1-(5-chloro-2-pyridyl)-3,3a,4,6,7,7a-hexahydro-2H-pyrrolo[3,2-c]pyridine-5-carboxylate ClC=1C=CC(=NC1)N1CC[C@@H]2CN(CC[C@@H]21)C(=O)OCC2=CC=CC=C2